3,6-dimethyltridecan-1-ol CC(CCO)CCC(CCCCCCC)C